4-[1-[(3S)-2,6-dioxo-3-piperidinyl]indol-5-yl]piperidine-1-carboxylic acid tert-butyl ester C(C)(C)(C)OC(=O)N1CCC(CC1)C=1C=C2C=CN(C2=CC1)[C@@H]1C(NC(CC1)=O)=O